C(C(C)C)S(=O)(C)=NC=1C=CC(=NC1)C=1C(=NC=CN1)[C@H](C)NC(C1=CC(=CC(=C1)C(F)(F)F)C(F)(F)F)=O N-((1S)-1-(3-(5-((isobutyl(methyl)(oxo)-λ6-sulfaneylidene)amino)pyridin-2-yl)pyrazin-2-yl)ethyl)-3,5-bis(trifluoromethyl)benzamide